(R)-(5-((1,3-Dimethylazetidin-3-yl)(hydroxy)(4-isopropylphenyl)methyl)pyridin-3-yl)boronic acid CN1CC(C1)(C)[C@@](C=1C=C(C=NC1)B(O)O)(C1=CC=C(C=C1)C(C)C)O